((2R,7aR)-2-((tert-butyldiphenylsilyl)oxy)-6-methylenetetrahydro-1H-pyrrolizin-7a(5H)-yl)methanol [Si](C1=CC=CC=C1)(C1=CC=CC=C1)(C(C)(C)C)O[C@@H]1C[C@]2(CC(CN2C1)=C)CO